(thiophen-2-yl)-1H-pyrazole-5-carboxylic acid S1C(=CC=C1)N1N=CC=C1C(=O)O